C(C)(C)(C)OC(=O)NC(=N)N(C1=CC=C(C=C1)C(=O)O)C(=O)OC(C)(C)C N,N'-di-tert-butoxycarbonyl-N'-(4-carboxyphenyl)guanidine